7-(5-((4-benzylpiperidin-1-yl)methyl)-4H-1,2,4-triazol-3-yl)-2,3-dihydro-6H-[1,4]dioxino[2,3-f]indole C(C1=CC=CC=C1)C1CCN(CC1)CC=1NC(=NN1)C=1NC=2C=C3C(=CC2C1)OCCO3